CC1=C(OC2=C(C=C(C=C2C1=O)C)C(C)NC=1C(=NC=CC1)C=1C=CC(=C(C=O)C1)B1OC(C(O1)(C)C)(C)C)N1CCCCC1 5-(3-((1-(3,6-dimethyl-4-oxo-2-(piperidin-1-yl)-4H-chromen-8-yl)ethyl)amino)pyridin-2-yl)-2-(4,4,5,5-tetramethyl-1,3,2-dioxaborolan-2-yl)benzaldehyde